FC=1C(NC(N(C1)[C@H]1C[C@@H]([C@H](O1)[C@@H](C)O[P@](=O)(OC1=CC=CC=C1)N[C@@H](C)C(=O)OCC(CC)CC)O)=O)=O 2-ethylbutyl ((S)-((R)-1-((2S,3S,5R)-5-(5-fluoro-2,4-dioxo-3,4-dihydropyrimidin-1(2H)-yl)-3-hydroxytetrahydrofuran-2-yl)ethoxy)(phenoxy)phosphoryl)-L-alaninate